C1(=CC=CC=C1)COC1=CC=C(C=C1)NC(=O)C=1C=C(N(C1C)C)OC(C1=CC=C(C(=C1)F)F)=O [4-({[4-(phenylmethoxy) phenyl] amino} carbonyl)-1,5-dimethyl-1H-pyrrol-2-yl]-4,5-difluorobenzoate